C/C=C\\1/CN2CC[C@@]34[C@@H]2C[C@@H]1[C@H]([C@@H]3N(C5=CC=CC=C45)C(=O)C)CO The molecule is a monoterpenoid indole alkaloid with formula C21H26N2O2. It is a monoterpenoid indole alkaloid, a primary alcohol, a tertiary amino compound, an organic heteropentacyclic compound and an acetamide.